tert-butyl 4-(6-bromo-8-fluoro-4-iodo-1-oxoisoquinolin-2-yl)piperidine-1-carboxylate BrC=1C=C2C(=CN(C(C2=C(C1)F)=O)C1CCN(CC1)C(=O)OC(C)(C)C)I